C(C)(C)(C)C1=CC(=C(C=C1O)CC(=O)NC1=CC(=NC=C1)C(=O)NC1(CC1)C#N)F 4-[[2-(4-tert-Butyl-2-fluoro-5-hydroxy-phenyl)acetyl]amino]-N-(1-cyanocyclopropyl)pyridine-2-carboxamide